5-bromo-1-isopropyl-N-((2-methoxypyridin-3-yl)methyl)-3-methyl-1H-pyrazolo[4,3-b]Pyridin-7-amine BrC1=CC(=C2C(=N1)C(=NN2C(C)C)C)NCC=2C(=NC=CC2)OC